N-(4-(3-((4-(3-hydroxyprop-1-yn-1-yl)phenyl)sulfonamido)phenyl)thiazol-2-yl)acetamid OCC#CC1=CC=C(C=C1)S(=O)(=O)NC=1C=C(C=CC1)C=1N=C(SC1)NC(C)=O